N-Octadecyl-α-hexadecylnitrone C(CCCCCCCCCCCCCCCCC)[N+](=CCCCCCCCCCCCCCCCC)[O-]